(2-benzylisoindolin-5-yl)methanol C(C1=CC=CC=C1)N1CC2=CC=C(C=C2C1)CO